4-nitrophenyl 3-{[2-(2,6-dioxopiperidin-3-yl)-1,3-dioxo-2,3-dihydro-1H-isoindol-4-yl] amino}azetidine-1-carboxylate O=C1NC(CCC1N1C(C2=CC=CC(=C2C1=O)NC1CN(C1)C(=O)OC1=CC=C(C=C1)[N+](=O)[O-])=O)=O